CN1C=NC2=C1C=C(C=C2)COC2=CC=CC(=N2)C=2CCN(CC2)CC2=NC1=C(N2C[C@H]2OCC2)C=CC=C1 (S)-2-((6-((1-methyl-1H-benzo[d]imidazol-6-yl)methoxy)-3',6'-dihydro-[2,4'-bipyridyl]-1'(2'H)-yl)methyl)-1-(oxetan-2-ylmethyl)-1H-benzo[d]imidazole